8-fluoro-2-(4-methoxybenzyl)-3-(3-oxocyclopent-1-en-1-yl)isoquinolin-1(2H)-one FC=1C=CC=C2C=C(N(C(C12)=O)CC1=CC=C(C=C1)OC)C1=CC(CC1)=O